4-(3-((2-((2-cyclopropyl-4-(3,4,5-trimethylpiperazin-1-yl)phenyl)amino)-5-(trifluoromethyl)pyrimidin-4-yl)amino)propyl)-1,4-oxazepan-5-one C1(CC1)C1=C(C=CC(=C1)N1CC(N(C(C1)C)C)C)NC1=NC=C(C(=N1)NCCCN1CCOCCC1=O)C(F)(F)F